ClC=1C=C(C=CC1F)NC(N([C@H]1COCC=2NC(C=3C=CC=CC3C21)=O)C)=O |r| racemic-3-(3-chloro-4-fluorophenyl)-1-methyl-1-(6-oxo-1,4,5,6-tetrahydro-2H-pyrano[3,4-c]isoquinolin-1-yl)urea